C(N)(OCC(S(=O)(=O)C)(C1CNC1)C(C)(C)C)=O.[O].[Ce].[Fe] iron-cerium oxygen (tert-butyl 2-(azetidin-3-yl)-2-(methylsulfonyl) ethyl) carbamate